N1=CC(=CC=C1)CC(=O)[O-] 2-(pyridin-3-yl)-acetate